(2R,3S,5R)-5-(6-amino-2-fluoro-9H-purin-9-yl)-2-ethynyl-2-(hydroxymethyl)tetrahydrofuran-3-yl 4-methylpiperidine-1-carboxylate CC1CCN(CC1)C(=O)O[C@@H]1[C@](O[C@H](C1)N1C2=NC(=NC(=C2N=C1)N)F)(CO)C#C